(3-hydroxypyridin-2-yl)ethan-1-one OC=1C(=NC=CC1)C(C)=O